CS1S(CCC1)C 1,2-dimethyldithiolane